C(C1=CC=CC=C1)OC[C@@H](C#C)O[C@@H]1[C@@H](C=O)O[C@H](CC1)CC(=O)OC Methyl 2,6-anhydro-3-O-[(2R)-1-(benzyloxy)but-3-yn-2-yl]-4,5,7-trideoxy-L-ribo-octuronate